COC1=CC=C(C=C1)C(OC[C@@H]1[C@@H](C[C@@H](O1)N1C2=NC=NC=C2NC1=O)O)(C1=CC=CC=C1)C1=CC=C(C=C1)OC 9-[(2R,4R,5R)-5-[[bis(4-methoxyphenyl)-phenyl-methoxy]methyl]-4-hydroxy-tetrahydrofuran-2-yl]-7H-purin-8-one